CC1(N(CCNC1)C(=O)OC(C)(C)C)C tert-butyl 2,2-dimethylpiperazine-1-carboxylate